(2R)-2-(6-{5-chloro-2-[(1-methyl-1H-pyrazol-5-yl)amino]pyrimidin-4-yl}-1-oxo-2,3-dihydro-1H-isoindol-2-yl)-N-[(1S)-1-(3-fluoro-5-methylphenyl)-2-hydroxyethyl]propanamide ClC=1C(=NC(=NC1)NC1=CC=NN1C)C1=CC=C2CN(C(C2=C1)=O)[C@@H](C(=O)N[C@H](CO)C1=CC(=CC(=C1)C)F)C